2,5-dioxopyrrolidin-1-yl (S)-16-[(5-{bis[2-({2-[(α-D-mannopyranosyl)oxy]ethyl}amino)-2-oxoethyl]amino}-6-({2-[(α-D-mannopyranosyl)oxy]ethyl}amino)-6-oxohexyl)amino]-16-oxohexadecanoate [C@H]1([C@@H](O)[C@@H](O)[C@H](O)[C@H](O1)CO)OCCNC(CN([C@@H](CCCCNC(CCCCCCCCCCCCCCC(=O)ON1C(CCC1=O)=O)=O)C(=O)NCCO[C@@H]1[C@@H](O)[C@@H](O)[C@H](O)[C@H](O1)CO)CC(NCCO[C@@H]1[C@@H](O)[C@@H](O)[C@H](O)[C@H](O1)CO)=O)=O